C1(CC1)C(=O)NC=1C=C2C(=CN=C(C2=CN1)NC)C=1CC(CC1)C(=O)N 3-(6-(cyclopropanecarboxamido)-1-(methylamino)-2,7-naphthyridin-4-yl)cyclopent-3-ene-1-carboxamide